C(C)(C)(C)OC(=O)NCC1CC(C1)NCCNC1=NC2=C(C3=CN=CC=C13)C=CC(=C2)C(=O)OC Methyl 5-((2-((3-(((tert-butoxycarbonyl)amino)methyl)cyclobutyl)amino)ethyl)amino)benzo[c][2,6]naphthyridine-8-carboxylate